[5-[4-[(2R)-2-[4-[2-Chloro-4-(tetradecanoylamino)phenyl]-2-oxo-chromen-7-yl]oxypropanoyl]piperazin-1-yl]-5-oxo-pentyl]-triphenyl-phosphonium chloride [Cl-].ClC1=C(C=CC(=C1)NC(CCCCCCCCCCCCC)=O)C1=CC(OC2=CC(=CC=C12)O[C@@H](C(=O)N1CCN(CC1)C(CCCC[P+](C1=CC=CC=C1)(C1=CC=CC=C1)C1=CC=CC=C1)=O)C)=O